4-(butylcarbamoyl)-2-((4,7,10-tris(carboxymethyl)-1,4,7,10-tetraazacyclododecane-1-yl)methyl)pyridine 1-oxide C(CCC)NC(=O)C1=CC(=[N+](C=C1)[O-])CN1CCN(CCN(CCN(CC1)CC(=O)O)CC(=O)O)CC(=O)O